2,7-dipyrenyl-9,9-spirobifluorene C1=CC=C2C(=C1)C3=CC=CC=C3C24C5=C(C=CC(=C5)C6=C7C=CC8=CC=CC9=C8C7=C(C=C9)C=C6)C1=C4C=C(C=C1)C1=C2C=CC3=CC=CC4=C3C2=C(C=C4)C=C1